potassium t-amylate CCC(C)(C)[O-].[K+]